(R)-5-((((6-(2-chloro-3-(3-chloro-2-(1-methyl-2,3,4,5-tetrahydro-1H-benzo[e][1,4]diazepin-8-yl)pyridin-4-yl)phenyl)-2-methoxypyridin-3-yl)methyl)amino)methyl)pyrrolidin-2-one ClC1=C(C=CC=C1C1=C(C(=NC=C1)C=1C=CC2=C(N(CCNC2)C)C1)Cl)C1=CC=C(C(=N1)OC)CNC[C@H]1CCC(N1)=O